tert-butyl N-[3-[[4-(3,4-dichloro-2-fluoro-anilino)pyrido[3,4-d]pyrimidin-6-yl] amino]propyl]carbamate ClC=1C(=C(NC=2C3=C(N=CN2)C=NC(=C3)NCCCNC(OC(C)(C)C)=O)C=CC1Cl)F